di-2-heptyl adipate C(CCCCC(=O)OC(C)CCCCC)(=O)OC(C)CCCCC